COC1=CC=C(C=C1)N1C(C(=NC=2C=NC(=NC12)NCC(F)(F)F)C1=CC2=CN(N=C2C=C1)C)=O 8-(4-methoxyphenyl)-2-((2,2,2-trifluoroethyl)amino)-6-(2-methyl-2H-indazol-5-yl)pteridin-7(8H)-one